4-(4-dimethylaminostyryl)picoline p-methylbenzenesulfonate CC1=CC=C(C=C1)S(=O)(=O)O.CN(C1=CC=C(C=CC2=CC(=NC=C2)C)C=C1)C